8-Bromo-6-(ethoxymethoxy)-1,2-difluoronaphthalene BrC=1C=C(C=C2C=CC(=C(C12)F)F)OCOCC